ClC1=NC=CC(=N1)NS(=O)(=O)C1=CC=C(C=C1)[N+](=O)[O-] N-(2-Chloropyrimidin-4-yl)-4-nitrobenzenesulfonamide